CN1N=CC(=C1C1=CC=2N(C=C1)N=CC2)OC[C@H]2CN(CC2)C 5-[2-methyl-4-[[(3R)-1-methylpyrrolidin-3-yl]methoxy]pyrazol-3-yl]pyrazolo[1,5-a]pyridin